(1s,4s)-4-(3-chloroanilino)-2'-(2-chloro-4-methoxyphenyl)spiro[cyclohexane-1,1'-indene]-4-carboxylic acid ClC=1C=C(NC2(CCC3(C(=CC4=CC=CC=C34)C3=C(C=C(C=C3)OC)Cl)CC2)C(=O)O)C=CC1